C(C)(C)(C)OC(NC(CNC1=NC=NC(=C1C#CC(OCC)OCC)Cl)CC)=O (1-((6-chloro-5-(3,3-diethoxyprop-1-yn-1-yl)pyrimidin-4-yl)amino)butan-2-yl)carbamic acid tert-butyl ester